tert-butyl (S)-2-bromo-6-(((6-(1-(4-fluorobenzyl)-1H-pyrazole-4-carbonyl)-2-(3,3,3-trifluoro-2,2-dimethylpropanoyl)-2,6-diazaspiro[3.4]octan-8-yl)methoxy)methyl)benzoate BrC1=C(C(=O)OC(C)(C)C)C(=CC=C1)COC[C@@H]1CN(CC12CN(C2)C(C(C(F)(F)F)(C)C)=O)C(=O)C=2C=NN(C2)CC2=CC=C(C=C2)F